Benzyl-N-[(1S)-1-[(2S)-5-Azido-6-Oxo-Tetrahydropyran-2-Yl]Ethyl]-N-Methyl-Carbamate C(C1=CC=CC=C1)OC(N(C)[C@@H](C)[C@H]1OC(C(CC1)N=[N+]=[N-])=O)=O